(4-Methoxypiperidin-1-yl)-2,2-dimethyl-N-(6-(1-methyl-1H-pyrazol-4-yl)pyridin-2-yl)-2,3-dihydrofuro[2,3-b]pyridine-5-carboxamide COC1CCN(CC1)C1C(OC2=NC=C(C=C21)C(=O)NC2=NC(=CC=C2)C=2C=NN(C2)C)(C)C